FC=1C=C2C=C(NC2=CC1OCC1=CC(=NO1)C)CNC([C@@H](C)O)=O (R)-N-((5-fluoro-6-((3-methylisoxazol-5-yl)methoxy)-1H-indol-2-yl)methyl)-2-hydroxypropanamide